C(C1=CC=CC=C1)OC1=C(C=C(CC2=C(C=C(OC(C(=O)O)(C)C)C=C2C)C)C=C1)C(C)C 2-(4-(4-(Benzyloxy)-3-isopropylbenzyl)-3,5-dimethylphenoxy)-2-methylpropanoic acid